4-chloro-5-methyl-7-((2-(trimethylsilyl)ethoxy)methyl)-7H-pyrrolo[2,3-d]pyrimidine ClC=1C2=C(N=CN1)N(C=C2C)COCC[Si](C)(C)C